3-Bromo-1-{[2-(trimethylsilyl)ethoxy]methyl}indazole-7-carbohydrazide BrC1=NN(C2=C(C=CC=C12)C(=O)NN)COCC[Si](C)(C)C